FC1[C@@H](N(C1)C=1N=C(C2=C(N1)CCC2)C2=CC=C(C(=O)N)C=C2)CC(C)C 4-[2-[(2S)-3-fluoro-2-isobutyl-azetidin-1-yl]-6,7-dihydro-5H-cyclopenta[d]pyrimidin-4-yl]benzamide